trans-(2E)-N-[(1R,3R)-3-fluoro-2,3-dihydro-1H-inden-1-yl]-3-(1H-indazol-6-yl)prop-2-enamide F[C@@H]1C[C@H](C2=CC=CC=C12)NC(\C=C\C1=CC=C2C=NNC2=C1)=O